O.O.N[C@@H](CCCNC(N)=N)C(=O)O L-arginine dihydrate